C(#N)C1CC(C1)C(=O)NC 3-cyano-N-methylcyclobutane-1-carboxamide